N1(CCCCC1)CC=1C=C(OCCCC(CCN)N)C=CC1 1-(3-(3-(piperidin-1-ylmethyl)phenoxy)propyl)propane-1,3-diamine